C(C)OC(CC1CC=C(CC1)C1=NC(=CC=C1)OCC1=CC=C(C=2C=COC21)Cl)=O (4-(6-((4-chlorobenzofuran-7-yl)methoxy)pyridin-2-yl)cyclohex-3-en-1-yl)acetic acid ethyl ester